1-(2-(prop-2-yn-1-yloxy)ethyl)piperidin-4-ol C(C#C)OCCN1CCC(CC1)O